NC1=CC(=C(C=C1)O)N1N=CC=N1 4-amino-2-(2H-1,2,3-triazole-2-yl)phenol